3-[4-(2-hydroxyethyl)piperazin-1-yl]-propionic acid OCCN1CCN(CC1)CCC(=O)O